3-(5-(1-(Methyl-d3)-5-(4-(trifluoromethoxy)phenyl)-1H-pyrazol-4-yl)-1-oxoisoindolin-2-yl)piperidine-2,6-dione C(N1N=CC(=C1C1=CC=C(C=C1)OC(F)(F)F)C=1C=C2CN(C(C2=CC1)=O)C1C(NC(CC1)=O)=O)([2H])([2H])[2H]